NC1=NC(=C(C=C1C=1C=C2CCNC(C2=CC1F)=O)C1=CC(=C(C=C1)N1CCN(CC1)C1CCCC1)CN(C)C)F 6-(2-amino-5-(4-(4-cyclopentylpiperazin-1-yl)-3-((dimethylamino)methyl)phenyl)-6-fluoropyridin-3-yl)-7-fluoro-3,4-dihydroisoquinolin-1(2H)-one